CN1C(CNCC1)CC1(CC=C(C=C1)C)C N-methyl-1,4-di-methylbenzylpiperazine